Cl[Si](CCCC#N)(C(C)(C)C)C(C)(C)C 4-[chloro(di-t-butyl)silyl]butanenitrile